FC=1C=C2C(=NNC2=CC1F)C1=NC(=C(C=C1)OC)C 5,6-difluoro-3-(5-methoxy-6-methylpyridin-2-yl)-1H-indazole